(1R,3S)-3-(3-{[(5-meth-oxy-1,3-thiazol-2-yl)-acetyl]amino}-1H-pyrazol-5-yl)cyclopentyl (3,3,3-trifluoropropyl)-carbamate FC(CCNC(O[C@H]1C[C@H](CC1)C1=CC(=NN1)NC(CC=1SC(=CN1)OC)=O)=O)(F)F